TETRAMETHYLNAPHTHO[2,1-B]FURAN CC1=C(C=2OC(=C(C2C2=CC=CC=C12)C)C)C